S1C2=C(C=C1C1=CC=C(C=C1)B1OC(C(O1)(C)C)(C)C)C=CC=C2 2-(4-(benzo[b]thiophene-2-yl)phenyl)-4,4,5,5-tetramethyl-1,3,2-dioxaborolane